P(=O)(OCC1=CC=CC=C1)(OCC1=CC=CC=C1)OC1(CCOCC1)CNC1=NC(=NC=C1F)C1=NN(C(=C1)C1=NOC=C1)CC1=C(C=CC=C1)F dibenzyl (4-(((5-fluoro-2-(1-(2-fluorobenzyl)-5-(isoxazol-3-yl)-1H-pyrazol-3-yl)pyrimidin-4-yl)amino)methyl)tetrahydro-2H-pyran-4-yl) phosphate